(Z)-octadec-9-en CCCCCCCC\C=C/CCCCCCCC